5-chloro-3-isopropyl-N-{[2-(2H-pyrazol-3-yl)phenyl]methyl}-2H-pyrazolo[4,3-d]pyrimidin-7-amine ClC=1N=C(C=2C(N1)=C(NN2)C(C)C)NCC2=C(C=CC=C2)C=2NN=CC2